N-{[4-(2,3-dihydro-1-benzofuran-7-sulfonyl)phenyl]methyl}-1H-pyrrolo[3,2-c]pyridine-2-carboxamide O1CCC2=C1C(=CC=C2)S(=O)(=O)C2=CC=C(C=C2)CNC(=O)C2=CC=1C=NC=CC1N2